8-(5-methylfuran-2-yl)-2-propan-2-yl-[1,2,4]triazolo[1,5-a]pyrazin CC1=CC=C(O1)C=1C=2N(C=CN1)N=C(N2)C(C)C